methyl-4-((5-chloro-4-((2-(isopropylsulfonyl)phenyl)amino)pyrimidin-2-yl)amino)-5-methoxy-2-methylbenzoate COC(C1=C(C=C(C(=C1)OC)NC1=NC=C(C(=N1)NC1=C(C=CC=C1)S(=O)(=O)C(C)C)Cl)C)=O